(S)-2-(2,5-difluoro-4-(6-((5-(trifluoromethyl)thiazol-2-yl)methoxy)pyridin-2-yl)-benzyl)-1-((oxetan-2-yl)methyl)-3-oxo-2,3-dihydro-1H-indazole-6-carboxylic acid FC1=C(CN2N(C3=CC(=CC=C3C2=O)C(=O)O)C[C@H]2OCC2)C=C(C(=C1)C1=NC(=CC=C1)OCC=1SC(=CN1)C(F)(F)F)F